1-propyl-3-methylimidazolium bistrifluoromethanesulfonimide salt [N-](S(=O)(=O)C(F)(F)F)S(=O)(=O)C(F)(F)F.C(CC)N1C=[N+](C=C1)C